5-(4-methoxybenzyl)-2-(piperazin-1-yl)pyrimidine COC1=CC=C(CC=2C=NC(=NC2)N2CCNCC2)C=C1